C(C)OC(=O)C=1N(C2=CC(=CC=C2C1)N1CCC(CC1)OC)CC1CC1 1-(cyclopropylmethyl)-6-(4-methoxypiperidin-1-yl)-1H-indole-2-carboxylic acid ethyl ester